BrCCCSC1=C2CN(C(C2=CC=C1)=O)C1C(NC(CC1)=O)=O 3-(4-(3-bromopropylsulfanyl)-1-oxoisoindolin-2-yl)piperidine-2,6-dione